octadecyldimethylammonium tetrakis(pentafluorophenyl)borate 2-(3-aminobicyclo[1.1.1]pentan-1-yl)propan-2-yl-(S)-1-(4-fluorophenyl)-3,4-dihydroisoquinoline-2(1H)-carboxylate NC12CC(C1)(C2)C(C)(C)OC(=O)N2[C@H](C1=CC=CC=C1CC2)C2=CC=C(C=C2)F.FC2=C(C(=C(C(=C2[B-](C2=C(C(=C(C(=C2F)F)F)F)F)(C2=C(C(=C(C(=C2F)F)F)F)F)C2=C(C(=C(C(=C2F)F)F)F)F)F)F)F)F.C(CCCCCCCCCCCCCCCCC)[NH+](C)C